2-((4-benzylpiperazin-1-yl)methyl)-7-fluoroimidazo[1,2-c]quinazolin-5-amine C(C1=CC=CC=C1)N1CCN(CC1)CC=1N=C2N(C(=NC=3C(=CC=CC23)F)N)C1